C(C)OC=1C=C(C=CC1C=1NC(C2=C(N1)NN=N2)=O)C2=CC(=CC=C2)CC2=C(NOC2=O)C 4-((3'-ethoxy-4'-(7-oxo-6,7-dihydro-3H-[1,2,3]triazolo[4,5-d]pyrimidin-5-yl)-[1,1'-biphenyl]-3-yl)methyl)-3-methylisoxazol-5(2H)-one